(2R,4R)-1-(3,5-dichloro-benzyl)-4-((3-fluoro-6-((5-methyl-1H-pyrazol-3-yl)amino)pyridin-2-yl)-methyl)-2-methylpiperidine-4-carboxylic acid ClC=1C=C(CN2[C@@H](C[C@@](CC2)(C(=O)O)CC2=NC(=CC=C2F)NC2=NNC(=C2)C)C)C=C(C1)Cl